(S)-3-(2,4-difluoro-2',5,6'-trimethyl-[1,1'-biphenyl]-3-yl)-3-((S)-2-(4-(2-(3-fluoroazetidin-1-yl)ethyl)-5-methylpyridin-2-yl)-4-methylpentanamido)propanoic acid FC1=C(C=C(C(=C1[C@H](CC(=O)O)NC([C@@H](CC(C)C)C1=NC=C(C(=C1)CCN1CC(C1)F)C)=O)F)C)C1=C(C=CC=C1C)C